ClC1=C(C=CC(=C1)F)N1N=CC(=C1)C(=O)N1[C@@H]2C(NC/C=C/CN3C=C4C(C=CC=C4C=4C=CC=C(O[C@H](C1)C2)C4)=N3)=O (11E,16S,19S)-17-[1-(2-chloro-4-fluoro-phenyl)pyrazole-4-carbonyl]-20-oxa-9,14,17,27-tetrazapentacyclo[19.3.1.16,9.116,19.02,7]heptacosa-1(25),2,4,6(27),7,11,21,23-octaen-15-one